5-(hydroxymethyl)-2,4-dihydro-3H-1,2,4-triazol-3-one OCC=1NC(NN1)=O